O=C1NC(CCC1N1C(C2=CC=CC(=C2C1)NCCCC(=O)N1CCC(CC1)C1=CC=C(C(=O)N2CCC(CC2)CCCCNC(\C=C\C=2C=NC=CC2)=O)C=C1)=O)=O (E)-N-(4-(1-(4-(1-(4-((2-(2,6-dioxopiperidin-3-yl)-1-oxoisoindolin-4-yl)amino)butanoyl)piperidin-4-yl)benzoyl)piperidin-4-yl)butyl)-3-(pyridin-3-yl)acrylamide